6-cyclopropyl-N-[3-fluoro-4-[(7-methoxy-1,5-naphthyridin-4-yl)oxy]phenyl]-5-(4-fluorophenyl)-1-methyl-4-oxopyridine-3-carboxamide C1(CC1)C1=C(C(C(=CN1C)C(=O)NC1=CC(=C(C=C1)OC1=CC=NC2=CC(=CN=C12)OC)F)=O)C1=CC=C(C=C1)F